Cl.NCC1=CC=C(C=C1)NC(C1=C(C=C(C=C1)C)O)=O N-(4-(aminomethyl)phenyl)-4-methyl-2-hydroxybenzamide hydrochloride